Cl.N[C@H](C1=NC2=C(N1)C=C(C=C2)[C@H](NC(CC2CC(C2)(F)F)=O)C2CC2)[C@@H]2OCC(CC2)(F)F |o1:26| N-((R)-(2-((R)-Amino((R*)-5,5-difluorotetrahydro-2H-pyran-2-yl)methyl)-1H-benzo[d]imidazol-6-yl)(cyclopropyl)methyl)-2-(3,3-difluorocyclobutyl)acetamide hydrochloride